O1COC2=C1C=CC(=C2)/C=C/C(=O)N(CC=2SC=CC2)C=2C(=NNC2C)C (E)-3-(benzo[d][1,3]dioxol-5-yl)-N-(3,5-dimethyl-1H-pyrazol-4-yl)-N-(thiophen-2-ylmethyl)acrylamide